C(C)OCCC(C(=O)O)=CC1=CC=C(C=C1)OC.COC1=CC=C(C=CC(=O)OCCOCC)C=C1 2-ethoxyethyl p-methoxycinnamate (ethoxyethyl p-methoxycinnamate)